C(C)(C)(C)OC(=O)NCCCCC(C(N[C@H](C(C(=O)OC(C)(C)C)=O)CCCCNC(CCCC1=CC=C(C=C1)I)=O)=O)NC(CCCCCCCNC(CCC(NC(NC(CCC(=O)OC(C)(C)C)C(=O)OC(C)(C)C)=O)C(=O)OC(C)(C)C)=O)=O tetra-tert-butyl (2S)-5-(4-((tert-butoxycarbonyl)amino)butyl)-2-(4-(4-(4-iodophenyl)butanamido)butyl)-1,4,7,16,21-pentaoxo-3,6,15,20,22-pentaazapentacosane-1,19,23,25-tetracarboxylate